OC1=C(C=CC=C1)CC(=O)OC1=C(C(=C(C(=C1F)F)F)F)F perfluorophenyl 2-(2-hydroxyphenyl)acetate